COC1=CC=C(C=C1)C1=CC(=NN1CC(=O)N[C@@H](CC(C)C)B(O)O)C1=C(C=CC=C1)OS(=O)(=O)C1=CC(=CC=C1)C(F)(F)F (R)-(1-(2-(5-(4-methoxyphenyl)-3-(2-(((3-(trifluoromethyl)phenyl)sulfonyl)oxy)phenyl)-1H-pyrazol-1-yl)acetamido)-3-methylbutyl)boronic acid